C1(CC1)CO[C@H]1C[C@@H](N(CC1)CC1=C2C=CNC2=C(C=C1OC)C)C1=CC=C(C(N1)=O)C(=O)O 6-((2r,4r)-4-(cyclopropylmethoxy)-1-((5-methoxy-7-methyl-1H-indol-4-yl)methyl)piperidin-2-yl)-2-oxo-1,2-dihydropyridine-3-carboxylic acid